Cl.F/C=C(\CN)/COC1=CC=C(C=C1)C=1N=NN(N1)C1=CC=CC=C1 (E)-3-fluoro-2-[[4-(2-phenyltetrazol-5-yl)phenoxy]methyl]prop-2-en-1-amine hydrochloride